COC1=C2C(=NC(=C1)C1=NN(C=C1)C)C(=CS2)C2=CC=NC=C2 7-methoxy-5-(1-methyl-1H-pyrazol-3-yl)-3-(pyridin-4-yl)thieno[3,2-b]pyridine